C(=O)(O)C=1C=C(OC2=C(C=CC=C2)C(C)(C)C2=C(C=CC=C2)OC2=CC(=C(C=C2)C(=O)O)C(=O)O)C=CC1C(=O)O 2,2-Bis((3,4-dicarboxyphenoxy)phenyl)propane